Cl.C12NC(CC(C1)C2)CO 2-azabicyclo[3.1.1]hept-3-yl-methanol hydrochloride